C(C)(C)(C)OC(CSC1=C(C(=NC=C1)C(C)C)N)=O ((3-amino-2-isopropylpyridin-4-yl)mercapto)acetic acid tert-butyl ester